3-((4-chloro-1-methyl-1H-pyrazol-5-yl)methyl)-2-(3-(2-methyl-2H-1,2,3-triazol-4-yl)allyl)isoindolin-1-one ClC=1C=NN(C1CC1N(C(C2=CC=CC=C12)=O)CC=CC1=NN(N=C1)C)C